C(C)(C)(C)OC(=O)N[C@@H](CC=1[N+](=CSC1)[O-])C(=O)OC 4-[(2S)-2-[(tert-butoxycarbonyl)amino]-3-methoxy-3-oxopropyl]-1,3-thiazol-3-ium-3-olate